N=1N=C(N2C1CCCC2)C2=CC=CC(=N2)N2CC=1C=NC=CC1C2 2-(6-(5,6,7,8-tetrahydro-[1,2,4]Triazolo[4,3-a]pyridin-3-yl)pyridin-2-yl)-2,3-dihydro-1H-pyrrolo[3,4-c]pyridine